BrCC(OC(C)(C)C)C1=CC=C(C=C1)OC (2-bromo-1-(tert-butoxy)ethyl)-4-methoxybenzene